(1R)-1-(3,4-dimethoxyphenyl)ethanamine hydrochloride salt Cl.COC=1C=C(C=CC1OC)[C@@H](C)N